(trans)-2-[[2-[(2-hydroxy-1,2-benzoxaborole-6-yl)amino]-5-methyl-pyrimidin-4-yl]amino]cyclohexane-1-carbonitrile OB1OC2=C(C1)C=CC(=C2)NC2=NC=C(C(=N2)N[C@H]2[C@@H](CCCC2)C#N)C